1-(10,10-dimethyl-10H-spiro[anthracene-9,9'-fluorene]-2'-yl)-1,3,4,6,7,8-hexahydro-2H-pyrimido[1,2-a]pyrimidine CC1(C=2C=CC=CC2C2(C3=CC=CC=C3C=3C=CC(=CC23)N2C=3N(CCC2)CCCN3)C3=CC=CC=C13)C